3-methoxy-5-((oxetan-2-ylmethyl)amino)benzoic acid COC=1C=C(C(=O)O)C=C(C1)NCC1OCC1